CN(CCNS(=O)(=O)C1=CC=C(C=C1)C)C N-(2-(dimethylamino)ethyl)-4-methylbenzenesulfonamide